[N-](S(=O)(=O)C(F)(F)F)S(=O)(=O)C(F)(F)F.C(C)N1CN(C=C1)CCCC 1-ethyl-3-butylimidazole bis(trifluoromethanesulfonyl)imide salt